N-(8-Amino-6-(4-methoxypyridin-3-yl)cinnolin-3-yl)-2-fluorocyclopropanecarboxamide NC=1C=C(C=C2C=C(N=NC12)NC(=O)C1C(C1)F)C=1C=NC=CC1OC